4-(6-ethoxypyridin-3-yl)-3-(2-trityl-2H-tetrazol-5-yl)aniline C(C)OC1=CC=C(C=N1)C1=C(C=C(N)C=C1)C=1N=NN(N1)C(C1=CC=CC=C1)(C1=CC=CC=C1)C1=CC=CC=C1